tert-butyl (S)-3-(3-(4-(6-(((S)-1-(tert-butoxycarbonyl)pyrrolidin-3-yl)oxy)-4'-fluoro-[1,1'-biphenyl]-3-carbonyl)piperazine-1-carbonyl)-5-fluorophenoxy)pyrrolidine-1-carboxylate C(C)(C)(C)OC(=O)N1C[C@H](CC1)OC1=CC=C(C=C1C1=CC=C(C=C1)F)C(=O)N1CCN(CC1)C(=O)C=1C=C(O[C@@H]2CN(CC2)C(=O)OC(C)(C)C)C=C(C1)F